O(C1=CC=CC=C1)C1=CC=C(C=C1)C1=NC(=C2N1C(=NC=C2)N)C2CCC1(OCCO1)CC2 3-(4-phenoxyphenyl)-1-(1,4-dioxaspiro[4.5]decan-8-yl)imidazo[1,5-c]pyrimidin-5-amine